ethyl-[(3-chloropyrazin-2-yl) amino] prop-2-enoate C(C=C)(=O)ON(C1=NC=CN=C1Cl)CC